C(CCCCC)(=O)O (S)-hexanoic acid